COC=1C=C(C=CC1)C1=CN=CO1 5-(3-methoxyphenyl)-1,3-oxazol